2-methyl-3,3,4,4,5,5,6,6,7,7,8,8,8-tridecafluorooctyl acrylate C(C=C)(=O)OCC(C(C(C(C(C(C(F)(F)F)(F)F)(F)F)(F)F)(F)F)(F)F)C